C(C1=CC=CC=C1)C1=C2C(C=3C4=C(SC3C2=CC=C1)C=CC=C4)=O 1-benzyl-10H-benzo[b]indeno[2,1-d]thiophen-10-one